FC1=C(C(=O)OC)C=C(C(=C1)C)NC(=O)C1=CN=C(S1)NC(=O)OC(C)(C)C methyl 2-fluoro-4-methyl-5-[[2-[(2-methylpropan-2-yl)oxycarbonylamino]-1,3-thiazole-5-carbonyl]amino]benzoate